C(C)(C)(C)OC(=O)N1C[C@@H](N(CC1)C=1C2=C(N=CN1)C=CC(=N2)Cl)C.C(C=2C(=NC(=C(C2[2H])[2H])[2H])[2H])(=O)N Nicotinamide-d4 Tert-butyl-(S)-4-(6-chloropyrido[3,2-d]pyrimidin-4-yl)-3-methylpiperazine-1-carboxylate